methyl 4-bromo-5-fluoro-2-((1,1,1-trifluoropropan-2-yl)oxy)benzoate BrC1=CC(=C(C(=O)OC)C=C1F)OC(C(F)(F)F)C